CS(=O)(=O)C1=CC=CC=2C=3N(C(=NC12)N[C@H]1C(NCCNC1)=O)N=C(N3)C=3C=NN(C3)C (6R)-6-{[7-(methylsulfonyl)-2-(1-methyl-1H-pyrazol-4-yl)[1,2,4]triazolo[1,5-c]quinazolin-5-yl]amino}-1,4-diazepan-5-one